C1=CSC=2C(NC=3C=CC=CC3C21)=O 5H-thieno[2,3-c]quinolin-4-one